C(CCCCCCCCC(=O)[O-])(=O)OC1CC(N(C(C1)(C)C)OCCCCCCCC)(C)C Octyloxy-2,2,6,6-tetramethyl-4-piperidyl sebacate